C=C1C(OC(C1)C1=CC=CC2=CC=CC=C12)=O 3-methylene-5-(naphthalen-1-yl)dihydrofuran-2(3H)-one